C(C1=CC=CC=C1)(C1=CC=CC=C1)(C1=CC=CC=C1)N1C=NC(=C1)CCC(=O)N 3-(1-trityl-1H-imidazol-4-yl)propionamide